C(C)(=O)C1=CC=C(C=C1)N=NC1=CC=C(C=C1)C(C)=O 4,4'-diacetylazobenzene